N-butyl-aniline Kalium permanganat [Mn](=O)(=O)(=O)[O-].[K+].C(CCC)NC1=CC=CC=C1